C(=O)(O)CCNCCCC[C@H](N)C(=O)O N6-(2-carboxyethyl)lysine